Dimethyl 3,7-dimethyl-9-oxo-2,4-dipyridin-2-yl-3,7-diazabicyclo[3.3.1]nonane-1,5-dicarboxylat CN1C(C2(CN(CC(C1C1=NC=CC=C1)(C2=O)C(=O)OC)C)C(=O)OC)C2=NC=CC=C2